FC=1C(=NC=C(C1)F)C=O 3,5-difluoropyridine-2-carbaldehyde